(R)-(3-Fluorophenyl)((2R,5R)-5-(((1r,4R)-4-methoxycyclohexyl)-methyl)-pyrrolidin-2-yl)methanol hydrochloride Cl.FC=1C=C(C=CC1)[C@@H](O)[C@@H]1N[C@H](CC1)CC1CCC(CC1)OC